2-(4'-bromo-3'-methoxy-[1,1'-biphenyl]-4-yl)-3,5,7,8-tetrahydro-4H-thiopyrano[4,3-d]pyrimidin-4-one BrC1=C(C=C(C=C1)C1=CC=C(C=C1)C=1NC(C2=C(N1)CCSC2)=O)OC